Cl.C1S(CC12CNCCC2)(=O)=O 2-thia-6-azaspiro[3.5]nonane 2,2-dioxide hydrochloride